ClC1=CC=C(C=N1)CN(C1=CC(OC1)=O)CC1=C(C=C(C=C1F)F)F 4-{[(6-chloropyrid-3-yl)methyl](2,4,6-trifluorobenzyl)amino}furan-2(5H)-one